1-(2-fluorophenyl)-N-(2,3,6-trifluoro-4-(2-(((3R,5S)-5-hydroxy-piperidin-3-yl)amino)-8-isopropyl-7-oxo-7,8-dihydropyrido[2,3-d]-pyrimidin-6-yl)phenyl)-methanesulfonamide FC1=C(C=CC=C1)CS(=O)(=O)NC1=C(C(=C(C=C1F)C1=CC2=C(N=C(N=C2)N[C@H]2CNC[C@H](C2)O)N(C1=O)C(C)C)F)F